BrC=1C=C(C=2NC3=CC=C(C=C3C2C1)Cl)CCNC(OC(C)(C)C)=O tert-Butyl 2-(3-bromo-6-chloro-9H-carbazol-1-yl)ethylcarbamate